C[C@@]1(COCCC1)C(=O)N[C@H](C(=O)O)CCCCCCCC1=NC=2NCCCC2C=C1 (S)-2-((R)-3-methyltetrahydro-2H-pyran-3-carboxamido)-9-(5,6,7,8-tetrahydro-1,8-naphthyridin-2-yl)nonanoic acid